3-{8-[2-(Ethoxycarbonyl)-4-fluorophenyl]-3-methylimidazo[1,5-a]pyridin-6-yl}-2,5-dihydro-1H-pyrrole-1-carboxylic acid tert-butyl ester C(C)(C)(C)OC(=O)N1CC(=CC1)C=1C=C(C=2N(C1)C(=NC2)C)C2=C(C=C(C=C2)F)C(=O)OCC